C(C1=CC=CC=C1)OC=1C=C(C(=NC1SC1=C(C(=CC=C1)Cl)Cl)CO)N1CCC2(CCC[C@H]2NC(OC(C)(C)C)=O)CC1 (R)-tert-butyl (8-(5-(benzyloxy)-6-((2,3-dichlorophenyl)thio)-2-(hydroxymethyl)pyridin-3-yl)-8-azaspiro[4.5]decan-1-yl)carbamate